ClC1=CC=C2CC[C@@H](NC2=N1)C (S)-7-chloro-2-methyl-1,2,3,4-tetrahydro-1,8-naphthyridine